4-((3-(2,2,2-Trifluoroethyl)-1H-pyrazol-1-yl)methyl)pyridine FC(CC1=NN(C=C1)CC1=CC=NC=C1)(F)F